5-ethylthiazol C(C)C1=CN=CS1